[Na].OC(C(=NO)O)=NO dihydroxyglyoxime sodium salt